C(C)S(=O)(=O)C1=CC=C(C=C1)CN (4-(ethylsulfonyl)Phenyl)methylamine